C(C=C)(=O)NC(CS(=O)(=O)O)(C)C.C(C=C)(=O)NC(CS(=O)(=O)O)(C)C 2-acrylamido-2-methylpropanesulfonic acid, 2-acrylamido-2-methylpropanesulfonic acid salt